P(=O)(O)(O)O.C(C)(=O)N1CC2(C1)CCN(CC2)C(=O)[C@@H](CCCCN)NC([C@@H](CC(C)C)NC([C@@H](CC2=CC=CC=C2)N)=O)=O (2R)-N-[(1R)-1-(2-acetyl-2,7-diazaspiro[3.5]nonane-7-carbonyl)-5-amino-pentyl]-2-[[(2R)-2-amino-3-phenyl-propionyl]amino]-4-methyl-pentanamide phosphate